2-{4-[2-(4-Fluorophenyl)-cyclopropylamino]-piperidin-1-yl}-pyrimidine-5-carboxylic acid hydroxyamide TFA salt OC(=O)C(F)(F)F.ONC(=O)C=1C=NC(=NC1)N1CCC(CC1)NC1C(C1)C1=CC=C(C=C1)F